C(C)OC(CC(=O)[O-])=O.[K+] potassium monoethylmalonate salt